C(C)(C)(C)OC(=O)N1CC(CCC1)C1=C(C=C(C(=C1)OC)C#N)OC 3-(4-cyano-2,5-dimethoxyphenyl)piperidine-1-carboxylic acid tert-butyl ester